(3R,5'S)-1'-(N-methyl-N-(4,6,7-trifluoro-1H-indole-2-carbonyl-3,5-d2)-L-leucinyl)-2-oxaspiro[indoline-3,3'-pyrrolidine]-5-d-5'-carboxamide CN([C@@H](CC(C)C)C(=O)N1C[C@]2(C[C@H]1C(=O)N)ONC1=CC=C(C=C12)[2H])C(=O)C=1NC2=C(C(=C(C(=C2C1[2H])F)[2H])F)F